C(C)OC(=O)C1=NOC(=C1)C=1C=NC(=C(C1)F)C1(CCC(CC1)(F)F)C 5-[6-(4,4-difluoro-1-methylcyclohexyl)-5-fluoropyridin-3-yl]-1,2-oxazole-3-carboxylic acid ethyl ester